C1(CCC1)N1N=CC(=C1)C1=NC(=NC=C1C)NC=1C=C2C=CN(C2=CC1)S(=O)(=O)C1=CC=C(C=C1)C(F)(F)F N-(4-(1-cyclobutyl-1H-pyrazol-4-yl)-5-methylpyrimidin-2-yl)-1-((4-(trifluoromethyl)phenyl)sulfonyl)indol-5-amine